FC1=C(C=CC(=C1)F)N1N=CC2=C1N=C(NC2=O)CN2CCOCC2 1-(2,4-difluorophenyl)-6-(morpholinomethyl)-5H-pyrazolo[3,4-d]pyrimidin-4-one